Methyl (2-amino-3'-(5-chloropicolinoyl)-5'-fluoro-[1,1'-biphenyl]-4-yl)carbamate NC1=C(C=CC(=C1)NC(OC)=O)C1=CC(=CC(=C1)F)C(C1=NC=C(C=C1)Cl)=O